2-(5-cyano-2-pyridylazo)-5-[N-propyl-N-(3-sulfopropyl)amino]Phenol C(#N)C=1C=CC(=NC1)N=NC1=C(C=C(C=C1)N(CCCS(=O)(=O)O)CCC)O